OC1(C(C(=O)C2=C(C=CC=C2)OCCO)C=CC=C1)C 2-hydroxy-2'-(2-hydroxyethoxy)-2-methylbenzophenone